methyl-N-(p-tolyl)-[1,2,4]triazolo[4,3-a]quinazolin-5-amine CC1=NN=C2N1C1=CC=CC=C1C(=N2)NC2=CC=C(C=C2)C